1,1-didodecyl-pyrrolidinium C(CCCCCCCCCCC)[N+]1(CCCC1)CCCCCCCCCCCC